9-(2,3-anhydro-beta-D-ribofuranosyl)adenine [C@@H]1([C@H]2[C@H](O2)[C@H](O1)CO)N1C2=NC=NC(=C2N=C1)N